ClC=1C(=NC(=NC1)N[C@H]1[C@@H](CN(CC1)S(=O)(=O)C)O)C=1C=C(C2=C(N(C(=N2)CO)C(C)C)C1)F (3r,4r)-4-({5-chloro-4-[4-fluoro-2-(hydroxymethyl)-1-(propan-2-yl)-1H-benzimidazol-6-yl]pyrimidin-2-yl}amino)-1-(methylsulfonyl)piperidin-3-ol